2-fluoro-N,N-dimethyl-4-nitroaniline FC1=C(N(C)C)C=CC(=C1)[N+](=O)[O-]